CC1=CC=CC=2N=C(SC21)N 7-methyl-1,3-benzothiazole-2-amine